ClC=1C=C(C=CC1OC)C(C(=O)N)N(S(=O)(=O)C=1C=C(C=C2C=CNC12)C)C (3-chloro-4-methoxyphenyl)-2-(N,5-dimethyl-1H-indole-7-sulfonamido)acetamide